Cl.FC(C1(CC1)N)(F)F 1-(trifluoro-methyl)cyclopropanamine hydrochloride